N-(5,6-dimethyl-3-pyridyl)-2-oxo-2-[(2R)-2-phenyl-1-piperidyl]acetamide CC=1C=C(C=NC1C)NC(C(N1[C@H](CCCC1)C1=CC=CC=C1)=O)=O